C(C)N(CCC[Si](OC)(OC)OC)CC N,N-diethyl-3-aminopropyl-trimethoxysilane